furandicarboxylic acid dimethylester COC(=O)C=1OC=CC1C(=O)OC